2-((2-((4-(4-methoxyphenoxy)phenyl)amino)-2-oxoethyl)thio)-1H-imidazole-4-carboxylic acid ethyl ester C(C)OC(=O)C=1N=C(NC1)SCC(=O)NC1=CC=C(C=C1)OC1=CC=C(C=C1)OC